1-(3,4,5-trimethoxyphenyl)-4-(3-(N-hydroxyacrylamido)-4-methoxyphenyl)-3-methyleneazetidin-2-one COC=1C=C(C=C(C1OC)OC)N1C(C(C1C1=CC(=C(C=C1)OC)N(C(C=C)=O)O)=C)=O